N,N-bis(biphenyl-4-yl)-6-phenylbenzo[b]naphtho[1,2-d]furan-8-amine C1(=CC=C(C=C1)N(C=1C=CC=C2C1OC1=C2C=2C=CC=CC2C=C1C1=CC=CC=C1)C1=CC=C(C=C1)C1=CC=CC=C1)C1=CC=CC=C1